CC1=C(C=CC=2C(NS(C21)(=O)=O)=O)OC=2C=C(C#N)C=C(C2)F 3-((7-methyl-1,1-dioxido-3-oxo-2,3-dihydrobenzo[d]isothiazol-6-yl)oxy)-5-fluorobenzonitrile